NC1CCC(CC1)C(=O)NC1=CC(=C(C=C1)C)OC (1s,4s)-4-amino-N-(3-methoxy-4-methylphenyl)cyclohexane-1-carboxamide